1-(2-(4-Fluorophenyl)-2H-pyrazolo[4,3-c]pyridin-6-yl)azetidine-3-sulfonamide FC1=CC=C(C=C1)N1N=C2C(C=NC(=C2)N2CC(C2)S(=O)(=O)N)=C1